CN1CC=2N(CCC1)C(NC(C2)=O)=O 2-methyl-2,3,4,5-tetrahydropyrimido[1,6-a][1,4]diazepine-7,9(1H,8H)-dione